FC1(C(C2CC(C1(O2)C2=C(C=CC=C2)C(F)(F)F)O)C(=O)N)C=2C(=NN(C2)C)C(F)(F)F 3-fluoro-4-(trifluoromethylphenyl)-5-hydroxy-3-(1-methyl-3-(trifluoromethyl)-1H-pyrazol-4-yl)-7-oxabicyclo[2.2.1]heptane-2-carboxamide